C(CC)OC(C(CCC)(CCC)C#N)=O 2-Cyano-2-propylpentanoic acid propyl ester